The molecule is an organobromine compound that is fluoranthene in which the hydrogens at positions 7 and 10 are substituted by 4-bromophenyl groups, while those at positions 8 and 9 are substituted by nonyl and octyl groups, respectively. It derives from a hydride of a fluoranthene. CCCCCCCCCC1=C(C(=C2C3=CC=CC4=C3C(=CC=C4)C2=C1C5=CC=C(C=C5)Br)C6=CC=C(C=C6)Br)CCCCCCCC